NCCOCCOCC(=O)N[C@H](C(=O)N1[C@@H](C[C@H](C1)O)C(=O)NCC1=CC=C(C=C1)C1=C(N=CS1)C)C(C)(C)C (2S,4R)-1-((S)-2-(2-(2-(2-Aminoethoxy)ethoxy)acetamido)-3,3-dimethylbutanoyl)-4-hydroxy-N-(4-(4-methylthiazol-5-yl)benzyl)pyrrolidine-2-carboxamide